C(C1=CC=CC=C1)C1(C(C=CC=C1)(C1=CC=C(C=C1)N1CCOCC1)CC(C)(O)C(=O)C(C)(CC1(C(C=CC=C1)(CC1=CC=CC=C1)N(C)C)C1=CC=C(C=C1)N1CCOCC1)O)N(C)C 2-benzyl-2-dimethylamino-1-(4-morpholinophenyl)-phenyl-(2-hydroxy-2-propyl) ketone